AZOzinc oxide [O-2].N(=N[Zn+])[Zn+]